L-leucyl-L-phenylalanine amide N[C@@H](CC(C)C)C(=O)N[C@@H](CC1=CC=CC=C1)C(=O)N